FC(C=1C=C(C=C(C1)C(F)F)C=CC(C)=O)F 4-[3,5-bis(difluoromethyl)phenyl]but-3-en-2-one